FC(OC=1C=C(C(=NC1)C1=NC=2N(C=C1)N=C(C2)C(F)(F)F)S(=O)(=O)CC)F 5-(5-(difluoromethoxy)-3-(ethylsulfonyl)pyridin-2-yl)-2-(trifluoromethyl)pyrazolo[1,5-a]pyrimidine